C(C)(C)(C)OC(=O)N1[C@H](CN(CC1)C1=NC(=NC2=C(C(=C(C=C12)Cl)Br)F)Cl)CC#N (S)-4-(7-bromo-2,6-dichloro-8-fluoroquinazolin-4-yl)-2-(cyanomethyl)piperazine-1-carboxylic acid tert-butyl ester